C(C)(C)(C)OC(N[C@@]1(C(N(CC1)C)=O)CC#C)=O (S)-(1-methyl-2-oxo-3-(prop-2-yn-1-yl)pyrrolidin-3-yl)carbamic acid tert-butyl ester